C(C)(=O)N1CCC(CC1)C1=NC(=CC=C1NC(C)C=1C=2C3=C(N(C(C2C=C(C1)C)=O)C)N(N=C3)CC)Cl 9-[1-[[2-(1-Acetyl-4-piperidyl)-6-chloro-3-pyridyl]amino]ethyl]-3-ethyl-4,7-dimethyl-pyrazolo[3,4-c]isoquinolin-5-one